[N+](=O)([O-])CC1=CC=C(C=C1)B(O)O 4-nitromethylphenylboronic acid